2-methyl-N-(1-(1-methyl-2-oxo-1,2-dihydrobenzo[cd]indol-6-yl)cyclopropyl)-5-(3-(4-methyl-3-oxopiperazin-1-yl)azetidin-1-yl)benzamide CC1=C(C(=O)NC2(CC2)C=2C=3C4=C(C(N(C4=CC2)C)=O)C=CC3)C=C(C=C1)N1CC(C1)N1CC(N(CC1)C)=O